3-(4-(2-bromoethyl)phenoxy)tetrahydrofuran BrCCC1=CC=C(OC2COCC2)C=C1